(3-bromo-1-((6-(trifluoromethyl)pyridin-3-yl)methyl)-1H-pyrazol-4-yl)methylamine BrC1=NN(C=C1CN)CC=1C=NC(=CC1)C(F)(F)F